ClC1=NC=CC(=N1)C=1C=C(C=O)C=CC1 3-(2-chloropyrimidin-4-yl)benzaldehyde